CC1=CC(=NC2=CC=CC=C12)C=1C=C2CN(C(C2=CC1)=O)C1CNCCC1 3-[5-(4-methylquinolin-2-yl)-1-oxo-2,3-dihydro-1H-isoindol-2-yl]piperidine